C(C)(C)(C)OC(=O)N1C(CC1)I iodoazetidine-1-carboxylic acid tert-butyl ester